C(CCCCCC\C=C\CCC)O E-8-dodecenol